4-((2-((3-chloro-4-fluorophenyl)(3,4-difluorophenyl)methyl)-1H-imidazol-4-yl)sulfonyl)piperidine ClC=1C=C(C=CC1F)C(C=1NC=C(N1)S(=O)(=O)C1CCNCC1)C1=CC(=C(C=C1)F)F